4-amino-5-(quinolin-3-yl)-8,9-dihydro-7H-pyrimido[5',4':4,5]pyrrolo[2,1-b][1,3]oxazin-8-ol NC1=NC=NC2=C1C(=C1OCC(CN12)O)C=1C=NC2=CC=CC=C2C1